FC=1C(N(C(N(C1)S(=O)(=O)C1=CC=C(C)C=C1)=O)C)=N 5-fluoro-4-imino-3-Methyl-1-tosyl-3,4-dihydropyrimidine-2(1H)-one